NC1=NC=NN2C1=CC=C2[C@]2([C@]([C@@H]([C@H](O2)COP(=O)(OC2=CC=C(C=C2)Cl)N[C@H](C(=O)OC(C)C)C)O)(C)F)C#N propan-2-yl (2S)-2-[[[(2R,3R,4R,5R)-5-(4-aminopyrrolo[2,1-f][1,2,4]triazin-7-yl)-5-cyano-4-fluoro-3-hydroxy-4-methyloxolan-2-yl]methoxy-(4-chlorophenoxy)phosphoryl]amino]propanoate